7,8-Dihydroxy-2-(4-(4-(methyl(2-(piperidin-1-yl)ethyl)amino)butoxy)phenyl)-4H-chromen-4-one dihydrochloride Cl.Cl.OC1=CC=C2C(C=C(OC2=C1O)C1=CC=C(C=C1)OCCCCN(CCN1CCCCC1)C)=O